C1=CC=C(C=C1)C(=O)C2=CC=CC(=C2N)CC(=O)O The molecule is an oxo monocarboxylic acid that is benzophenone in which one of the phenyl groups is substituted by an amino group and a carboxymethyl group at position 2 and 3, respectively. The corresponding carboxamide, nepafenac, is a prodrug of amfenac and is used for the treatment of pain and inflammation following cataract surgery. It has a role as a non-steroidal anti-inflammatory drug, an antipyretic, a cyclooxygenase 2 inhibitor, a cyclooxygenase 1 inhibitor and a non-narcotic analgesic. It is an amino acid, an oxo monocarboxylic acid, a member of benzophenones, a substituted aniline and a primary amino compound. It is a conjugate acid of an amfenac(1-).